2,3,3,3-tetrafluoropropanol FC(CO)C(F)(F)F